Cl.NC(C(=O)N)CO 2-amino-3-hydroxypropanamide-HCl